C(CCCCCCCCCCC)CCC(=S)OCC(COC(CCCCCCCCCCCCCC)=S)(COC(CCCCCCCCCCCCCC)=S)COC(CCCCCCCCCCCCCC)=S Pentaerythritol-tetrakis-(3-dodecyl thiopropionate)